C(C1=CC=CC=C1)N(C(CC(=O)OC)=O)CC=1C=NC(=CC1Cl)Cl methyl 3-[benzyl-[(4,6-dichloro-3-pyridyl)methyl]amino]-3-oxo-propanoate